2-(2,3,5-trichlorobenzylidene)hydrazine-carboximidamide ClC1=C(C=NNC(N)=N)C=C(C=C1Cl)Cl